4-(((R)-1-(3-(difluoromethyl)-2-fluorophenyl)ethyl)amino)-8-methyl-6-(1-methylpiperidine-3-yl)pyrido[2,3-d]pyrimidin-7(8H)-one FC(C=1C(=C(C=CC1)[C@@H](C)NC=1C2=C(N=CN1)N(C(C(=C2)C2CN(CCC2)C)=O)C)F)F